C1(CC1)N1N=CC=2C=NC=C(C21)N 1-cyclopropylpyrazolo[4,3-c]pyridin-7-amine